[O-2].[O-2].N1=NN=C(C=C1)[Ti+4] triazinyl-titanium dioxide